C(=O)C1=CC=C(C=C1)C(=O)NCCOCCOCCOCCC(C(=O)N)CC=O 2-(2-{2-[(4-formylphenyl)formamido]ethoxyethoxy}ethoxy)ethyl-4-oxobutanamide